4-(2,7-diazaspiro[3.5]non-2-yl)-6-(2,2,2-trifluoroethyl)quinazoline C1N(CC12CCNCC2)C2=NC=NC1=CC=C(C=C21)CC(F)(F)F